N4-(2,3-dihydrobenzofuran-4-yl)-N2-(3-(methylsulfonamido)phenyl)thiophene-2,4-dicarboxamide O1CCC2=C1C=CC=C2NC(=O)C=2C=C(SC2)C(=O)NC2=CC(=CC=C2)NS(=O)(=O)C